CN(C)C[SiH3] N,N-dimethylaminomethylsilane